1-({3,4-difluoro-2-[(2-fluoro-4-iodophenyl)amino]phenyl}carbonyl)-3-[(pentylamino)methyl]azetidin-3-ol acetate salt C(C)(=O)O.FC=1C(=C(C=CC1F)C(=O)N1CC(C1)(O)CNCCCCC)NC1=C(C=C(C=C1)I)F